tert-butyl ((3s,6S,10aS)-3-((6R,7S)-7-cyano-6-(3-(difluoromethyl)phenyl)-4-azaspiro[2.4]heptane-4-carbonyl)-5-oxodecahydropyrrolo[1,2-a]azocin-6-yl)carbamate C(#N)[C@H]1[C@@H](CN(C12CC2)C(=O)[C@@H]2CC[C@H]1N2C([C@H](CCCC1)NC(OC(C)(C)C)=O)=O)C1=CC(=CC=C1)C(F)F